COC=1C=C(C(=O)O)C=CC1NC(C(F)(F)F)=O 3-methoxy-4-(trifluoroacetylamino)benzoic acid